methacryloyl ethyl-sulfonate C(C)S(=O)(=O)OC(C(=C)C)=O